CC=1C(=C2C=CNC2=C(C1)C)C[C@H]1[C@@H](CN(C1)C)C1=CC=C(C(=O)O)C=C1 |r| rac-4-((3R,4S)-4-((5,7-dimethyl-1H-indol-4-yl)methyl)-1-methylpyrrolidin-3-yl)benzoic acid